3-(2-methoxyethoxy)phenylboronic acid COCCOC=1C=C(C=CC1)B(O)O